4-fluoro-1-{[3-(trifluoromethyl)phenyl]methyl}pyrrolidine FC1CCN(C1)CC1=CC(=CC=C1)C(F)(F)F